2-Methoxyacetic acid 3-methylbutyl ester CC(CCOC(COC)=O)C